[N+](=[N-])=CC(CC[C@@H](C(=O)OC(C)C)NC([C@@H](OC)C1=COC=C1)=O)=O isopropyl (S)-6-diazo-2-((S)-2-(furan-3-yl)-2-methoxyacetamido)-5-oxohexanoate